C(#N)C[C@@H]1N(C[C@@H](N(C1)C=1C2=C(N=C(N1)OC[C@H]1N(CCC1)C)CN(CC2)C2=CC=CC1=CC=CC=C21)C)C(=O)OCC2=CC=CC=C2 |&1:6| benzyl (2S,SR)-2-(cyanomethyl)-5-methyl-4-(2-(((S)-1-methylpyrrolidin-2-yl)methoxy)-7-(naphthalen-1-yl)-5,6,7,8-tetrahydropyrido[3,4-d]pyrimidin-4-yl)piperazine-1-carboxylate